16,16-dimethyl-15-oxo-3,6,9,12,14-pentaoxa-13-azaheptadecyl-4-methylbenzenesulfonate CC(C(ONOCCOCCOCCOCCOS(=O)(=O)C1=CC=C(C=C1)C)=O)(C)C